4-{[8'-(azetidin-1-yl)-4'H-spiro[cyclopropane-1,5'-naphtho[2,1-d][1,2]oxazol]-3'-yl]sulfamoyl}-5-methoxy-N,2-dimethylbenzamide N1(CCC1)C1=CC=C2C3(CC=4C(=NOC4C2=C1)NS(=O)(=O)C1=CC(=C(C(=O)NC)C=C1OC)C)CC3